FC(OC1=CC(=NC=N1)C(=O)O)F 6-(Difluoromethoxy)pyrimidine-4-carboxylic acid